2-(cyclohexyloxy)propionic acid C1(CCCCC1)OC(C(=O)O)C